2-(4-(1-(2,3-dihydrobenzofuran-6-yl)ethyl)piperazin-1-yl)-5-methylpyrimidine O1CCC2=C1C=C(C=C2)C(C)N2CCN(CC2)C2=NC=C(C=N2)C